C(=O)(OC(C)(C)C)N1[C@@H](C[C@H](C1)N)C(=O)O (2S,4R)-1-Boc-4-amino-pyrrolidine-2-carboxylic acid